C(CC)(=O)OC(C1=CC=CC=C1)=O benzoic acid propionic anhydride